O(C1=CC=CC=C1)C1=CC=C(C=C1)C1=NN(C2=NC=NC(=C21)N)[C@H]2CN(CCC2)S(=O)(=O)CCC (R)-3-(4-phenoxyphenyl)-1-(1-(propylsulfonyl)piperidin-3-yl)-1H-pyrazolo[3,4-d]pyrimidin-4-amine